tert-butyl 3-(4-bromobenzoyl)pyrrolidine-1-carboxylate BrC1=CC=C(C(=O)C2CN(CC2)C(=O)OC(C)(C)C)C=C1